5-Bromo-1-methyl-1H-indazole BrC=1C=C2C=NN(C2=CC1)C